4-Methoxy-3-(1,3,3,5,7-pentamethyloctahydrobenzo[c]isoxazol-5-yl)benzonitril COC1=C(C=C(C#N)C=C1)C1(CC2C(N(OC2(C)C)C)C(C1)C)C